C1=CC=CC=2C3=CC=CC=C3C(C12)COC(=O)N[C@@H](CCC(=O)O)C(=O)O 9-Fluorenylmethoxycarbonyl-glutamic acid